4-METHYL-3-PYRROLIDINECARBOXYLIC ACID CC1C(CNC1)C(=O)O